7-chloro-8-fluoro-5-(2-hydroxyethyl)amino-2-methylthiopyrido[4,3-d]Pyrimidine-4-ol ClC1=C(C=2N=C(N=C(C2C(=N1)NCCO)O)SC)F